C[C@@H]1N(CC1)C=1N=C(C2=C(N1)CCC2)C=2C=C1[C@]3(C(NC1=CC2)=O)[C@H](C3)C(=O)O |&1:17,24| rac-(1R,2S)-5'-(2-((S)-2-methylazetidin-1-yl)-6,7-dihydro-5H-cyclopenta[d]pyrimidin-4-yl)-2'-oxospiro[cyclopropane-1,3'-indoline]-2-carboxylic acid